(5-fluoro-2-methyl-2H-indazol-6-yl)-methanol FC1=CC2=CN(N=C2C=C1CO)C